OCC1C(C(CN1)O)O 5-(hydroxymethyl)pyrrolidine-3,4-diol